tert-Butyl 4-(4-hydroxycyclohexane-1-carbonyl)piperazine-1-carboxylate OC1CCC(CC1)C(=O)N1CCN(CC1)C(=O)OC(C)(C)C